(S)-8-(2-amino-6-((R)-2,2,2-trifluoro-1-(3'-fluoro-4'-methyl-3-(3-methyl-1H-pyrazol-1-yl)-[1,1'-biphenyl]-4-yl)ethoxy)pyrimidin-4-yl)-2,8-diazaspiro[4.5]decane-3-carboxylic acid NC1=NC(=CC(=N1)N1CCC2(C[C@H](NC2)C(=O)O)CC1)O[C@@H](C(F)(F)F)C1=C(C=C(C=C1)C1=CC(=C(C=C1)C)F)N1N=C(C=C1)C